1-(2-aminoethyl)-N-{5H,6H,7H-cyclopenta[b]pyridin-7-yl}-1H-pyrazole-4-carboxamide dihydrochloride Cl.Cl.NCCN1N=CC(=C1)C(=O)NC1CCC=2C1=NC=CC2